C1(CC1)N1N=CC(=C1CO[C@H]1[C@@H]2CN([C@H](C1)C2)C2=C(C=C(C=C2)CCC(=O)O)F)C2=C(C=CC=C2Cl)Cl 3-{4-[(1S,4S,5R)-5-{[1-cyclopropyl-4-(2,6-dichlorophenyl)-1H-pyrazol-5-yl]methoxy}-2-azabicyclo[2.2.1]heptan-2-yl]-3-fluorophenyl}propanoic acid